5-fluoro-N-(2-hydroxyethyl)-2-methoxy-N-(propan-2-yl)benzamide Di-tert-butyl-5,6-diazaspiro[2.4]heptane-5,6-dicarboxylate C(C)(C)(C)OC(=O)N1CC2(CC2)CN1C(=O)OC(C)(C)C.FC=1C=CC(=C(C(=O)N(C(C)C)CCO)C1)OC